OC1=CC=C(C=C1)\C=C\C(=O)C1=C(C=C(C=C1)O)O 4,2',4'-trihydroxychalcone